NC1=NC=NN2C1=C(C=C2C=2C=C(C(=NC2)OC)C(=O)NCC[C@H](O)C2=CC=C(C=C2)Cl)C(NCCO)=O 5-{4-Amino-5-[(2-hydroxyethyl)carbamoyl]pyrrolo[2,1-f][1,2,4]triazin-7-yl}-N-[(3S)-3-(4-chlorophenyl)-3-hydroxypropyl]-2-methoxypyridin-3-carboxamid